O=C1NC(CCC1NC1=CC(=C(C(=C1)F)N1CCN(CC1)CC1CCN(CC1)CC(=O)O)F)=O 2-[4-[[4-[4-[(2,6-dioxo-3-piperidyl)amino]-2,6-difluoro-phenyl]piperazin-1-yl]methyl]-1-piperidyl]acetic acid